1-[(2S,3S,4R,5S,6S)-6-[3-[[4-(4-allyloxybutyl) phenyl] methyl]-4-methyl-phenyl]-3,4,5-tribenzyloxy-tetrahydropyran-2-yl] propylmethanesulfonate C(CC)CS(=O)(=O)O[C@@H]1O[C@H]([C@@H]([C@H]([C@@H]1OCC1=CC=CC=C1)OCC1=CC=CC=C1)OCC1=CC=CC=C1)C1=CC(=C(C=C1)C)CC1=CC=C(C=C1)CCCCOCC=C